CC1(C2CC=C(C1C2)C(=O)OCC=C)C Allyl 6,6-dimethylbicyclo[3.1.1]hept-2-ene-2-carboxylate